6-(4-chlorobenzyl)-3-(3-methylbutyl)-8-(morpholin-4-yl)-2,6-dihydroimidazo[1,2-c]pyrido[2,3-e]pyrimidin-5(3H)-one ClC1=CC=C(CN2C(N3C(C4=C2C=C(C=N4)N4CCOCC4)=NCC3CCC(C)C)=O)C=C1